2-(2,4-Difluorophenyl)-1-(8-(5-fluoropyrimidin-2-yl)-2,8-diazaspiro[4.5]decan-2-yl)-3-(1H-1,2,4-triazol-1-yl)propan-2-ol FC1=C(C=CC(=C1)F)C(CN1CC2(CC1)CCN(CC2)C2=NC=C(C=N2)F)(CN2N=CN=C2)O